C(C)OC(=O)\C(=C/C1=NC=C(C(=O)[O-])C=C1[N+](=O)[O-])\CC (Z)-6-(2-(Ethoxycarbonyl)but-1-en-1-yl)-5-nitronicotinate